2-{4-[(2-{3-[(2-fluoro-4-methanesulfonylphenyl)amino]prop-1-yn-1-yl}-1-(2,2,2-trifluoroethyl)-1H-indol-4-yl)amino]piperidin-1-yl}ethan-1-ol FC1=C(C=CC(=C1)S(=O)(=O)C)NCC#CC=1N(C2=CC=CC(=C2C1)NC1CCN(CC1)CCO)CC(F)(F)F